BrC(C)C1=NC=NN1C1=NC=CC=N1 2-[5-(1-bromoethyl)-1,2,4-triazol-1-yl]pyrimidine